N-{(1S)-1-[1-(5-bromo-1,3-thiazol-2-yl)-1H-1,2,4-triazol-5-yl]ethyl}-3-chloro-5-(trifluoromethyl)benzamide BrC1=CN=C(S1)N1N=CN=C1[C@H](C)NC(C1=CC(=CC(=C1)C(F)(F)F)Cl)=O